ClC=1C=C(C(=O)OO)C=CC1 (E)-m-chloroperoxybenzoic acid